2-((5-(4'-((3,3-bis(hydroxymethyl)azetidin-1-yl)methyl)-[1,1'-biphenyl]-4-yl)-6-chloro-1H-imidazo[4,5-b]pyridin-2-yl)thio)acetic acid OCC1(CN(C1)CC1=CC=C(C=C1)C1=CC=C(C=C1)C1=C(C=C2C(=N1)N=C(N2)SCC(=O)O)Cl)CO